C(C1=CC=CC=C1)(=O)NC=1C=2N=CN([C@H]3[C@]([C@H](O)[C@@H](CO)O3)(C)F)C2N=CN1 N6-benzoyl-2'-deoxy-2'-fluoro-2'-C-methyladenosine